1,8-Diazabicyclo[5.4.0]undec-7-enium propionate C(CC)(=O)[O-].[NH+]12CCCCCC2=NCCC1